C1=CC(=CC=C1O)SC2=CC=C(C=C2)O 4,4'-dihydroxydiphenylsulfide